C(C)(C)(C)OC(=O)N1CCC(CC1)C(=O)N1CCN(CC1)C(C1=C(C=C(C=C1)NC(=O)C=1N(C(=CN1)Br)C)Cl)=O.NC1=C(C(=C(C(=C1[N+](=O)[O-])[N+](=O)[O-])[N+](=O)[O-])N)N triaminotrinitrobenzene tert-butyl-4-(4-(4-(5-bromo-1-methyl-1H-imidazole-2-carboxamido)-2-chlorobenzoyl)piperazine-1-carbonyl)piperidine-1-carboxylate